C(C)(=O)N1CC=2N(CC1)N=C(C2C2=CC(=[N+](C=C2)[O-])C)C2=CC=C(C=C2)F 4-(5-acetyl-2-(4-fluorophenyl)-4,5,6,7-tetrahydropyrazolo[1,5-a]pyrazin-3-yl)-2-methylpyridine-1-oxide